N1(N=CC=C1)C1=CC=C(C=C1)NC(=O)N1[C@H]2CC[C@@H]1CC=1C(=NC=CC12)F (5S,8R)-N-(4-(1H-pyrazol-1-yl)phenyl)-1-fluoro-6,7,8,9-tetrahydro-5H-5,8-epiminocyclohepta[c]pyridine-10-carboxamide